ICCCCCCC=CCCCCCCI 1,14-diiodo-7-tetradecene